tert-Butyl N-[(1S,2R)-2-{[4-({[(1S,2R)-1-{[(tert-butoxy)carbonyl]amino}-2,3-dihydro-1H-inden-2-yl]oxy}methyl)phenyl]methoxy}-2,3-dihydro-1H-inden-1-yl]carbamate C(C)(C)(C)OC(=O)N[C@@H]1[C@@H](CC2=CC=CC=C12)OCC1=CC=C(C=C1)CO[C@H]1[C@H](C2=CC=CC=C2C1)NC(OC(C)(C)C)=O